FC=1C=C(C=CC1F)N1CCN(CC1)C(CN1N=C(C2=C1CCC2)C(=O)N2C[C@H](O[C@H](C2)C)C)=O 1-[4-(3,4-difluorophenyl)piperazin-1-yl]-2-{3-[(2R,6S)-2,6-dimethylmorpholine-4-carbonyl]-5,6-dihydrocyclopenta[c]pyrazol-1(4H)-yl}ethan-1-one